3-[2-[(2S)-2-[[(E)-3-(4-chloro-2-fluoro-phenyl)prop-2-enoyl]amino]-4-methyl-pentanoyl]hydrazino]propanamide ClC1=CC(=C(C=C1)/C=C/C(=O)N[C@H](C(=O)NNCCC(=O)N)CC(C)C)F